BrC1=C(C(=C(C(=C1F)F)F)F)S(=O)(=O)NCC(=O)O ((2-bromo-3,4,5,6-tetrafluorophenyl)sulfonyl)glycine